3-azido-3-methylbutyrate N(=[N+]=[N-])C(CC(=O)[O-])(C)C